N[C@@H](CO)C(=O)NCC(=O)O L-serylglycine